BrC[C@H]1CN(CCC1)C(=O)OC(C)(C)C tert-butyl (R)-3-(bromomethyl)piperidine-1-carboxylate